FC(CS(=O)(=O)NC1=C(C=C(C=C1)C1=NC=2C=NC(=NC2N(C1=O)C(C)C)N[C@@H]1CNC[C@H](C1)F)F)(CC)F 2,2-difluoro-N-[2-fluoro-4-(2-[[(3S,5S)-5-fluoro-3-piperidyl]-amino]-8-isopropyl-7-oxo-pteridin-6-yl)phenyl]butane-1-sulfonamide